N-(2-(4-methoxy-1H-indol-3-yl)ethyl)-N-methylbutan-2-amine COC1=C2C(=CNC2=CC=C1)CCN(C(C)CC)C